tris-(2-pyridylmethyl)amine N1=C(C=CC=C1)CN(CC1=NC=CC=C1)CC1=NC=CC=C1